2-[2,6-dibromo-4-[1-[3,5-dibromo-4-(2-hydroxyethoxy)phenyl]-1-methyl-ethyl]phenoxy]ethanol BrC1=C(OCCO)C(=CC(=C1)C(C)(C)C1=CC(=C(C(=C1)Br)OCCO)Br)Br